FC(C1(CCOCC1)C(=O)NC(C(=O)O)CC)(F)F 2-(4-(trifluoromethyl)tetrahydro-2H-pyran-4-carboxamido)butanoic acid